ClC=1C(=C(C=CC1)C1(CC1)C(=O)NC=1C=CC(=C(C(=O)OC)C1)C=1C=NN(C1)C1CCC1)F Methyl 5-({[1-(3-chloro-2-fluorophenyl)cyclopropyl]carbonyl}amino)-2-(1-cyclobutyl-1H-pyrazol-4-yl)benzoate